(Sa)-6-(1-((R) or (S)-1-([1,1'-biphenyl]-4-yl)-ethyl)-4-chloro-1H-indazole-7-carboxamido)spiro[3.3]heptane-2-carboxylic acid C1(=CC=C(C=C1)[C@@H](C)N1N=CC2=C(C=CC(=C12)C(=O)NC1CC2(CC(C2)C(=O)O)C1)Cl)C1=CC=CC=C1 |o1:6|